[W](Cl)(Cl)(Cl)(Cl)(Cl)Cl.C12(C=CC(CC1)C2)C=P(Cl)=CC21C=CC(CC2)C1.C12(C=CC(CC1)C2)C=P(Cl)=CC21C=CC(CC2)C1 bis[bis(norbornenylmethylene)chlorophosphine] tungsten hexachloride